5-Bromo-N4-(3-[N-(1-methylethyl)sulfamoyl]phenyl)-N2-[4-(piperazin-1-yl)phenyl]pyrimidine-2,4-diamine BrC=1C(=NC(=NC1)NC1=CC=C(C=C1)N1CCNCC1)NC1=CC(=CC=C1)S(NC(C)C)(=O)=O